C[C@@H]1NC[C@H](NC1)C (trans)-2,5-dimethylpiperazine